FC1=CC=C(C(=O)NC=2C=C3C(=CNC3=CC2)C2CCN(CC2)CCCCC)C=C1 5-(4-fluorobenzoyl)amino-3-(1-pentylpiperidin-4-yl)-1H-indole